3-ethyl-propylene glycol C(C)CC(CO)O